BrC=1C=NC(=NC1)C=1C(=NC=CN1)C(C)NC(C1=CC(=CC(=C1)S(=O)(=O)C(F)(F)F)C(F)(F)F)=O N-[1-[3-(5-bromopyrimidin-2-yl)pyrazin-2-yl]ethyl]-3-(trifluoromethyl)-5-(trifluoromethylsulfonyl)benzamide